BrC1=CC(=C(NC2CC(C2)(O)C)C(=C1)[N+](=O)[O-])Cl 3-(4-bromo-2-chloro-6-nitro-anilino)-(cis)-1-methyl-cyclobutanol